O=C1N=CC2=CC(=CC=C12)C1=C(OC(C1)C(F)(F)F)C(=O)N (1-oxoisoindol-5-yl)-5-(trifluoromethyl)-4,5-dihydrofuran-2-carboxamide